9-((3aR,3bR,4aS,5R,5aS)-3b-(((tert-Butyldiphenylsilyl)oxy)methyl)-2,2-dimethylhexahydrocyclopropa[3,4]cyclopenta[1,2-d][1,3]dioxol-5-yl)-6-chloro-2-iodo-9H-purine [Si](C1=CC=CC=C1)(C1=CC=CC=C1)(C(C)(C)C)OC[C@@]12[C@@H]([C@H]([C@@H]3OC(O[C@@H]31)(C)C)N3C1=NC(=NC(=C1N=C3)Cl)I)C2